5,7-dimethyl-N-(4-methyl-3-(7-(methylamino)-1,6-naphthyridin-3-yl)phenyl)-1,4,5,7-tetrahydropyrano[3,4-c]pyrazole-3-carboxamide CC1CC2=C(NN=C2C(=O)NC2=CC(=C(C=C2)C)C=2C=NC3=CC(=NC=C3C2)NC)C(O1)C